C(C)OC1=CC=C(C=C1)C1=CN=CC(=N1)C(=O)N/N=C/C=1C=NC=C(C1)O (E)-6-(4-ethoxyphenyl)-N'-((5-hydroxypyridin-3-yl)methylene)pyrazine-2-carbohydrazide